((2R,3S,4R,5R)-5-(4-aminopyrrolo[2,1-f][1,2,4]triazin-7-yl)-5-cyano-4-hydroxy-3-((3-methylbutanoyl)oxy)tetrahydrofuran-2-yl)methyl L-valinate N[C@@H](C(C)C)C(=O)OC[C@H]1O[C@@]([C@@H]([C@@H]1OC(CC(C)C)=O)O)(C#N)C1=CC=C2C(=NC=NN21)N